[Na+].C1=CC=CC2=CC3=CC=CC=C3C(=C12)P([O-])=O anthracene-9-yl-phosphinic acid sodium salt